BrC1=C(C(=C(C(=O)OC)C=C1F)F)Cl methyl 4-bromo-3-chloro-2,5-difluoro-benzoate